C(#N)C1=C(C=C(C=C1)C1=CC(=NN1C1=CC=C(C=C1)N1CCC(CC1)OCCO)C(=O)N1C[C@@H](CCC1)NC(OC(C)(C)C)=O)F tertbutyl (R)-(1-(5-(4-cyano-3-fluorophenyl)-1-(4-(4-(2-hydroxy ethoxy)piperidin-1-yl)phenyl)-1H-pyrazole-3-carbonyl)piperidin-3-yl)carbamate